trihydroxybutyryl-coa OC(CCC(=O)SCCNC(CCNC([C@@H](C(COP(OP(OC[C@@H]1[C@H]([C@H]([C@@H](O1)N1C=NC=2C(N)=NC=NC12)O)OP(=O)(O)O)(=O)O)(=O)O)(C)C)O)=O)=O)(O)O